4-methyl-1-phenyl-1,6-dihydro-7H-pyrazolo[3,4-d]Pyridazin-7-one CC=1C2=C(C(NN1)=O)N(N=C2)C2=CC=CC=C2